OC1COCC2=C1OC(C1=C2C=CS1)=O 4-hydroxy-3,4-dihydro-1H,6H-pyrano[4,3-b]thieno[3,2-d]pyran-6-one